trimethyl-2-hydroxypropane-1,2,3-tricarboxylic acid CC(C(C(C(=O)O)(C)C)(C(=O)O)O)C(=O)O